2-allyl-6-((1-isopropyl-1H-pyrazolo[3,4-b]pyridin-5-yl)amino)-1-(6-((1-methylpiperidin-4-yl)oxy)pyridin-2-yl)-1,2-dihydro-3H-pyrazolo[3,4-d]pyrimidin-3-one C(C=C)N1N(C2=NC(=NC=C2C1=O)NC=1C=C2C(=NC1)N(N=C2)C(C)C)C2=NC(=CC=C2)OC2CCN(CC2)C